OC1(COC1)C#CC1=CC2=C(OC[C@@H](C(N2C)=O)NC(C2=NC=CC(=C2)OC2=C(C(=C(C(=C2[2H])[2H])[2H])[2H])[2H])=O)C=C1 (S)-N-(7-((3-hydroxyoxetan-3-yl)ethynyl)-5-methyl-4-oxo-2,3,4,5-tetrahydrobenzo[b][1,4]oxazepin-3-yl)-4-(phenoxy-d5)picolinamide